COC(=O)C1NCCN(C1)C=1N=NC(=CC1)OCC=1C(=NOC1C)C1=CC=C(C=C1)F 4-[6-((3-(4-fluorophenyl)-5-methylisoxazol-4-yl)methoxy)pyridazin-3-yl]piperazine-2-carboxylic acid methyl ester